rac-4-(2,3-dichloro-6-((2-(trimethylsilyl)ethoxy)methoxy)phenyl)-1-(2-methoxypyridin-4-yl)pyrrolidin-2-one ClC1=C(C(=CC=C1Cl)OCOCC[Si](C)(C)C)[C@H]1CC(N(C1)C1=CC(=NC=C1)OC)=O |r|